C1=CC=CC=2C3=CC=CC=C3C(C12)COC(=O)N(CC(=O)O)C 2-[9H-fluoren-9-yl-methoxycarbonyl(methyl)amino]acetic acid